7-[3-(naphthalen-2-yl)phenyl]-1-[2-(piperidin-1-yl)ethyl]-3,4-dihydroquinolin-2(1H)-one C1=C(C=CC2=CC=CC=C12)C=1C=C(C=CC1)C1=CC=C2CCC(N(C2=C1)CCN1CCCCC1)=O